S1C(=CC=C1)CC(=O)O thiofuranacetic acid